C(C)(C)(C)C1=CC=C(C=C1)N1C2=CC=CC=C2C=2C=C(C=CC12)CNC1=NC2=C(N1C)C=CC=C2 N-{(9-(4-(tert-butyl)phenyl)-9H-carbazol-3-yl)methyl}-1-methyl-1H-benzo[d]imidazol-2-amine